FC1=CC=C(C=C1)C(N1CC(N(CC1)C1=CC(N(C2=CC=C(N=C12)C#N)C)=O)C(=O)OC)C1=CC=C(C=C1)F methyl 4-(bis(4-fluorophenyl) methyl)-1-(6-cyano-1-methyl-2-oxo-1,2-dihydro-1,5-naphthyridin-4-yl)piperazine-2-carboxylate